tert-butyl (1S,4S)-5-(5-bromopyridin-2-yl)-2,5-diazabicyclo[2.2.1]heptane-2-carboxylate BrC=1C=CC(=NC1)N1[C@@H]2CN([C@H](C1)C2)C(=O)OC(C)(C)C